ClCC1=NC(=NO1)[C@@H]1[C@H]2C=C(C[C@@H]12)C1=CC=C(C=C1)Cl |r| 5-(chloromethyl)-3-[rac-(1R,5R,6S)-3-(4-chlorophenyl)-6-bicyclo[3.1.0]hex-3-enyl]-1,2,4-oxadiazole